tert-Butyl (R,Z)-(4-(methylsulfonyl)but-3-en-2-yl)carbamate CS(=O)(=O)\C=C/[C@@H](C)NC(OC(C)(C)C)=O